1-(((1-(3-fluoro-2-(fluoromethyl)propyl)azetidin-3-yl)carbamoyl)oxy)-3-(palmitoyloxy)propan-2-yl oleate C(CCCCCCC\C=C/CCCCCCCC)(=O)OC(COC(NC1CN(C1)CC(CF)CF)=O)COC(CCCCCCCCCCCCCCC)=O